mono-(2-(acryloyloxy) ethyl) phthalate C(C=1C(C(=O)[O-])=CC=CC1)(=O)OCCOC(C=C)=O